[Si]([O-])([O-])([O-])O.[Cl-].[Mg+2].[Ca+2] calcium magnesium chloride silicate